CC=1C(=NON1)CN1N=C2N(CCCC2)C1=O (5RS)-2-[(4-Methyl-1,2,5-oxadiazol-3-yl)methyl]-3-oxo-2,3,5,6,7,8-hexahydro[1,2,4]triazolo[4,3-a]pyridin